p-xylene diacrylate C(C=C)(=O)O.C(C=C)(=O)O.C1(=CC=C(C=C1)C)C